ClC1=CC(=CC2=C1NC=N2)CN 1-(7-chloro-1H-benzimidazol-5-yl)methylamine